N1(N=CC=C1)C=1C=C(C=NC1)C=O (5-pyrazol-1-yl-3-pyridyl)methanone